CC1=NC(=CC(=C1)C=1NC2=CC(=CC=C2C1C)C=1C=CC(=NC1)N1C[C@@H](CC1)NCCO[Si](C)(C)C)C (R)-1-(5-(2-(2,6-dimethylpyridin-4-yl)-3-methyl-1H-indol-6-yl)pyridin-2-yl)-N-(2-((trimethylsilyl)oxy)ethyl)pyrrolidin-3-amine